FC1(CNCC[C@@H]1C1=C(C=C2C=NN(C2=C1)C)F)F 6-[(4R)-3,3-difluoro-4-piperidyl]-5-fluoro-1-methyl-indazol